COC1=C(C=CC=2NC=NC21)C(=O)N 4-methoxy-1H-benzo[d]imidazole-5-carboxamide